N1CCC\C=C/CC1 (Z)-1,2,3,4,7,8-hexahydroazocine